2-[7-[(3,5-difluoro-2-pyridinyl)methyl]-2-azaspiro[3.5]nonane-2-carbonyl]-7-oxa-2,5-diazaspiro[3.4]octan-6-one FC=1C(=NC=C(C1)F)CC1CCC2(CN(C2)C(=O)N2CC3(C2)NC(OC3)=O)CC1